(benzofuran-6-yl)-2,4-dichloropyrimidine O1C=CC2=C1C=C(C=C2)C=2C(=NC(=NC2)Cl)Cl